Cl.Cl.CC=1C=2N(C=CC1)C=C(N2)C2=CC=C(C=C2)S(=O)(=O)C 8-methyl-2-(4-(methylsulfonyl)phenyl)imidazo[1,2-a]pyridine dihydrochloride